O1CCC(CC1)C1=CC(=NC=N1)C1=C2CNC(C2=CC=C1)=O 4-(6-(tetrahydro-2H-pyran-4-yl)pyrimidin-4-yl)isoindolin-1-one